O.NC=1C=C(C=CC1)B(O)O 3-Aminobenzeneboronic Acid Monohydrate